ClC1=CC2=C(N(C(C(N2C)=O)=O)C2CCN(CC2)C2=NC=C(C=N2)CNCC(=O)NC2CC2)N=C1 2-(((2-(4-(7-chloro-1-methyl-2,3-dioxo-2,3-dihydropyrido[2,3-b]pyrazin-4(1H)-yl)piperidin-1-yl)pyrimidin-5-yl)methyl)amino)-N-cyclopropylacetamide